12-(3-((1-methyl-1H-pyrazol-4-yl)methyl)ureido)dodecanoic acid CN1N=CC(=C1)CNC(NCCCCCCCCCCCC(=O)O)=O